N-(adamantan-1-yl)-2-((6-(2-methoxyethoxy)-2-(methylthio)pyrimidin-4-yl)oxy)acetamide C12(CC3CC(CC(C1)C3)C2)NC(COC2=NC(=NC(=C2)OCCOC)SC)=O